(S)-2-((3-(1-(4'-carboxy-[1,1'-biphenyl]-4-yl)-2-oxo-6-(trifluoromethyl)-1,2-dihydro-3H-imidazo[4,5-b]pyridin-3-yl)pyrrolidin-1-yl)methyl)-1-methyl-1H-imidazole-5-carboxylic acid C(=O)(O)C1=CC=C(C=C1)C1=CC=C(C=C1)N1C(N(C2=NC=C(C=C21)C(F)(F)F)[C@@H]2CN(CC2)CC=2N(C(=CN2)C(=O)O)C)=O